4-hydroxyphenyldimethylsulfonium methylsulfate COS(=O)(=O)[O-].OC1=CC=C(C=C1)[S+](C)C